2-ethyl-6-bromophenol C(C)C1=C(C(=CC=C1)Br)O